NC(C(=O)O)C(C)OCC 2-amino-3-ethoxybutanoic acid